C1(CC1)C1=CC=C(C=C1C1=CC=C(C=C1)N1CCOCC1)N(C1=CC(N(C=2C=CC(=NC12)C#N)C)=O)CC1CC1 8-((6-cyclopropyl-4'-morpholino-[1,1'-biphenyl]-3-yl)(cyclopropylmethyl)amino)-5-methyl-6-oxo-5,6-dihydro-1,5-naphthyridine-2-carbonitrile